1-[(1H-indazol-7-yl)methyl]-3-(3-chlorophenyl)thiourea N1N=CC2=CC=CC(=C12)CNC(=S)NC1=CC(=CC=C1)Cl